NC(CCNC(C1=CC(=NC=C1)NC(=O)C1=NN(C(=C1C)C1=CC=C(C=C1)Cl)C1=C(C=C(C=C1)Cl)Cl)=O)=O N-(3-amino-3-oxopropyl)-2-(5-(4-chlorophenyl)-1-(2,4-dichlorophenyl)-4-methyl-1H-pyrazole-3-carboxamido)isonicotinamide